4-({trans-3-[(5S)-5-(3,5-difluorophenyl)-3-oxo-6,7-dihydro-3H-pyrrolo[2,1-c][1,2,4]triazol-2(5H)-yl]cyclobutyl}oxy)benzonitrile FC=1C=C(C=C(C1)F)[C@@H]1CCC2=NN(C(N21)=O)[C@@H]2C[C@H](C2)OC2=CC=C(C#N)C=C2